CN(CCN(C=1C(=CC(=CC1)NC1=NC=C(C(=N1)C1=CNC2=CC=CC=C12)F)NC)C)C N1-(2-(dimethylamino)ethyl)-N4-(5-fluoro-4-(1H-indol-3-yl)pyrimidin-2-yl)-N1,N2-dimethylbenzene-1,2,4-triamine